C(CCCCCCCC1C(CCCCCCCC)O1)(=O)OCC(CO)O 2,3-dihydroxypropan-1-yl 9,10-epoxyoctadecanoate